(3S,4R)-4-(2-(2-chlorophenyl)-5,7-dihydroxy-4-oxo-4H-chromen-8-yl)-1-methylpiperidin-3-yl L-alaninate N[C@@H](C)C(=O)O[C@@H]1CN(CC[C@@H]1C=1C(=CC(=C2C(C=C(OC12)C1=C(C=CC=C1)Cl)=O)O)O)C